BrCC1=NN(C(=C1)C(=O)OCC)C ethyl 3-(bromomethyl)-1-methyl-1H-pyrazole-5-carboxylate